F[C@@]1(C=2C=CC=NC2[C@H](CC1)O)C(=O)NCC1(CC1)C1=CC=C(C=C1)F (5S,8S)-5-fluoro-N-((1-(4-fluorophenyl)cyclopropyl)methyl)-8-hydroxy-5,6,7,8-tetrahydroquinoline-5-carboxamide